2-ethyl-2,4-dihydro-3H-1,2,4-triazol-3-one C(C)N1N=CNC1=O